7-(3-fluoro-2-methyl-4-nitrophenoxy)-[1,2,4]triazolo[1,5-a]pyridine FC=1C(=C(OC2=CC=3N(C=C2)N=CN3)C=CC1[N+](=O)[O-])C